P(=O)([O-])([O-])F.[Li+].[Li+] lithium fluorophosphate salt